8-bromo-4-methyl-3,4-dihydro-2H-benzo[b][1,4]oxazine BrC1=CC=CC2=C1OCCN2C